C(C)OC(=O)[C@H]1[C@@H]2C3CC3[C@H]([C@@H]1NC1=NC(=NN3C1=CC=C3C(NC)=O)Cl)CC2.C(CCC)N(C(C=C)=O)CCCC N,N-dibutyl-acrylamide Ethyl-(1R,5S,6S,7S)-7-((2-chloro-7-(methylcarbamoyl)pyrrolo[2,1-f][1,2,4]triazin-4-yl)amino)tricyclo[3.2.2.02,4]nonane-6-carboxylate